6-chloro-8-(trifluoromethyl)-N-[(1S)-1-[2-[6-(trifluoromethyl)pyrimidin-4-yl]-1,2,4-triazol-3-yl]ethyl]quinazolin-4-amine ClC=1C=C2C(=NC=NC2=C(C1)C(F)(F)F)N[C@@H](C)C=1N(N=CN1)C1=NC=NC(=C1)C(F)(F)F